7-chloro-5-(4-(1-(4-fluorophenyl)ethyl)piperazin-1-yl)-[1,2,4]triazolo[4,3-a]quinoline-4-carbonitrile ClC=1C=C2C(=C(C=3N(C2=CC1)C=NN3)C#N)N3CCN(CC3)C(C)C3=CC=C(C=C3)F